2-[4-(difluoromethoxy)-3-phenyl-phenyl]-N-[3-(1,1-difluoropropyl)phenyl]-4-methyl-pyrimidine-5-carboxamide FC(OC1=C(C=C(C=C1)C1=NC=C(C(=N1)C)C(=O)NC1=CC(=CC=C1)C(CC)(F)F)C1=CC=CC=C1)F